CS(=O)(=O)C[C@@H]1[C@H](N(C1)C=1C=CC(=C2C=C(N=CC12)NC1=NC(=NC=C1)N1CC([C@@](CC1)(O)C)O)C(C)C)C (4R)-1-[4-({8-[(2R,3S)-3-(methanesulfonyl-methyl)-2-methylazetidin-1-yl]-5-(propan-2-yl)isoquinolin-3-yl}amino)pyrimidin-2-yl]-4-methyl-piperidine-3,4-diol